1-(1-bromoethyl)-4-bromobenzene BrC(C)C1=CC=C(C=C1)Br